N-(4,4-diethoxybutyl)-1-ethyl-2-oxo-1,2-dihydrobenzo[cd]indole-6-sulfonamide C(C)OC(CCCNS(=O)(=O)C=1C=2C3=C(C(N(C3=CC1)CC)=O)C=CC2)OCC